C(C)S(=O)(=O)C1=CC=C(CNC(C2=CC=C(C=C2)N2[C@@H](CC(C2)CC2=CC=C(C=C2)C(F)(F)F)COC)=O)C=C1 N-(4-(ethylsulfonyl)benzyl)-4-((2S)-2-(methoxymethyl)-4-(4-(trifluoromethyl)benzyl)pyrrolidin-1-yl)benzamide